2-hydroxy-4-phenyl-N-(thiazol-2-ylmethyl)butanamide OC(C(=O)NCC=1SC=CN1)CCC1=CC=CC=C1